ClC1=CC=2C=3CCN(CC3C(NC2N=N1)=O)C(=O)OC(C)(C)C tert-butyl 2-chloro-6-oxo-5,7,9,10-tetrahydropyridazino[4,3-f][2,7]naphthyridine-8-carboxylate